(S,E)-14-(3-amino-1-propen-1-yl)-7-ethyl-7-hydroxy-10,13-dihydro-11H-[1,3]dioxolo[4,5-g]pyrano[3',4':6,7]indolizino[1,2-b]quinoline-8,11(7H)-dione NC/C=C/C1=C2C(=NC=3C=C4C(=CC13)OCO4)C4=CC1=C(C(N4C2)=O)COC([C@]1(O)CC)=O